FC1(CN(CC1)C=1C=CC(=NC1)CNC(C)C1=NC=CC=N1)F N-((5-(3,3-difluoropyrrolidin-1-yl)pyridin-2-yl)methyl)-1-(pyrimidin-2-yl)ethan-1-amine